ClC1=CC=C(C(=N1)C1=CN=C2N1N=C(C(=C2)OC)C(C)(C)O)F 2-(3-(6-chloro-3-fluoropyridin-2-yl)-7-methoxyimidazo[1,2-b]pyridazin-6-yl)propan-2-ol